ClC1=CC=C2C(=C(N(C2=C1F)C=1C=NN(C1)CCC)C1CC1)SC=1C=C(C(=O)O)C=CC1 3-((6-chloro-2-cyclopropyl-7-fluoro-1-(1-propyl-1H-pyrazol-4-yl)-1H-indol-3-yl)thio)benzoic acid